CC=1N(N=C2C(=NN=C(C21)C)N2C[C@@H](CCC2)C(=O)NCCNC(C)C)C2=CC=C(C=C2)C (R)-1-(3,4-dimethyl-2-(p-tolyl)-2H-pyrazolo[3,4-d]pyridazin-7-yl)-N-(2-(isopropylamino)ethyl)piperidine-3-carboxamide